BrC1=CC(=C(C=C1)[C@H](C)NC(OC(C)(C)C)=O)F tert-butyl (S)-(1-(4-bromo-2-fluorophenyl)ethyl)carbamate